2-((2-((4-(4-(1-(3-((2,6-dioxopiperidin-3-yl)amino)benzyl)piperidin-4-yl)piperazin-1-yl)-2-isopropoxy-5-methylphenyl)amino)-5-(trifluoromethyl)pyridin-4-yl)amino)-N-methylbenzamide O=C1NC(CCC1NC=1C=C(CN2CCC(CC2)N2CCN(CC2)C2=CC(=C(C=C2C)NC2=NC=C(C(=C2)NC2=C(C(=O)NC)C=CC=C2)C(F)(F)F)OC(C)C)C=CC1)=O